4-(2-chlorobenzyl)-N-cyclohexyl-5-oxo-4,5-dihydroimidazo[1,2-a]quinazoline-2-carboxamide ClC1=C(CN2C=3N(C4=CC=CC=C4C2=O)C=C(N3)C(=O)NC3CCCCC3)C=CC=C1